C(C1=CC=CC=C1)N[C@@H](CCC(=O)NCC)C(=O)O benzyl-theanine